FC=1C=C(C=NC1)[C@@H]1N(CCC1)C1=NC=2N(C=C1)N=CC2C2N(CCC2O)C(=O)N 5-((R)-2-(5-fluoropyridin-3-yl)pyrrolidin-1-yl)pyrazolo[1,5-a]pyrimidin-3-yl-3-hydroxypyrrolidine-1-carboxamide